3-(4-cyano-2-methoxy-phenoxy)-5-methyl-6-(p-tolyl)pyridazine-4-carboxylic acid methyl ester COC(=O)C1=C(N=NC(=C1C)C1=CC=C(C=C1)C)OC1=C(C=C(C=C1)C#N)OC